6-(2-chloro-4-methylphenyl)-2-[(N-methylanilino)methyl]-1H-benzimidazole-4-carboxylic acid ClC1=C(C=CC(=C1)C)C=1C=C(C2=C(NC(=N2)CN(C2=CC=CC=C2)C)C1)C(=O)O